The molecule is a piperazinium salt obtained by combining equimolar amounts of piperazine and adipic acid. It has a role as an anthelminthic drug and an antinematodal drug. It contains an adipate(2-) and a piperazinium(2+). C1CNCCN1.C(CCC(=O)O)CC(=O)O